ClC1=NC(=C2N=CN(C2=N1)[C@@H]1O[C@@H]([C@H]([C@H]1O)O)CO)N1CC(C2=CC=CC=C12)C1=CC=CC=C1 (2R,3R,4S,5R)-2-[2-chloro-6-(3-phenylindolin-1-yl)purin-9-yl]-5-(hydroxymethyl)tetrahydrofuran-3,4-diol